BrC=1N(C=C(N1)C(F)(F)F)C 2-bromo-1-methyl-4-(trifluoromethyl)imidazole